N-[3,4-difluoro-2-(1-hydroxyethyl)phenyl]-2,2-dimethylpropanamide FC=1C(=C(C=CC1F)NC(C(C)(C)C)=O)C(C)O